1,3-dibromopropaneN BrC=CCBr